BrC=1C(=NC(=NC1)OCCO)C 2-((5-bromo-4-methylpyrimidin-2-yl)oxy)ethan-1-ol